ClCCN1C(=CC2=C(C=CC=C12)NC1CCN(CC1)CC(COC)O)C#CCNC1=C(C=C(C=C1)S(=O)(=O)C)OC 1-(4-{[1-(2-chloroethyl)-2-{3-[(4-methanesulfonyl-2-methoxyphenyl)amino]prop-1-yn-1-yl}-1H-indol-4-yl]amino}piperidin-1-yl)-3-methoxypropan-2-ol